BrC=1C=C(C(=NC1OC(COCCC)C)C)N=CN(C)C(C)C N'-[5-bromo-2-methyl-6-(1-methyl-2-propoxy-ethoxy)-3-pyridinyl]-N-isopropyl-N-methyl-formamidine